Cl.NC1CC(C1)C(=O)OC methyl 3-aminocyclobutanecarboxylate hydrochloride